C(C1=CC=CC=C1)OC1=NC=NC(=C1C1=NC=C2C(=N1)N(N=C2)CC2=CC=C(C=C2)C=2N(C=C(N2)C(F)(F)F)CC)C2CC2 6-(4-(benzyloxy)-6-cyclopropylpyrimidin-5-yl)-1-(4-(1-ethyl-4-(trifluoromethyl)-1H-imidazol-2-yl)benzyl)-1H-pyrazolo[3,4-d]pyrimidine